3-chloro-2-(6-((6-((2-methoxyethyl)amino)pyrimidin-4-yl)amino)-1H-pyrazolo[4,3-c]pyridin-1-yl)benzonitrile ClC=1C(=C(C#N)C=CC1)N1N=CC=2C=NC(=CC21)NC2=NC=NC(=C2)NCCOC